N-[(3S)-5-methyl-4-oxo-2,3-dihydro-1,5-benzoxazepin-3-yl]spiro[5,6-dihydro-[1,2,4]triazolo[5,1-c][1,4]oxazine-8,1'-cyclopentane]-2-carboxamide CN1C([C@H](COC2=C1C=CC=C2)NC(=O)C2=NN1C(=N2)C2(CCCC2)OCC1)=O